C[Si](OC(C(C)C)C)(OC(C(C)C)C)C Dimethyl-bis(1,1-dimethyl-2-propoxy)silane